(3-(bromomethyl)-1-(p-toluenesulfonyl)azetidin-3-yl)methanol CC1=CC=C(C=C1)S(=O)(=O)N2CC(C2)(CO)CBr